C(C)(C)(C)OC=O.CC=1N=C(SC1C(=O)O)N(C(=O)C1CC(C1)NC1=NC=NC2=CC=C(C=C12)C1=NOC(=N1)C)C 4-methyl-2-((1s,3s)-N-methyl-3-((6-(5-methyl-1,2,4-oxadiazol-3-yl)quinazolin-4-yl)amino)cyclobutane-1-carboxamido)thiazole-5-carboxylic acid tert-butyl-formate